NC1=NNC=C1C1=NN=C(N1N)N 3-amino-4-(4,5-diamino-1,2,4-triazole-3-yl)pyrazole